[N+](=O)([O-])C1=CC(=C(C=C1CONC([O-])=O)OC)OC.CN(CCN([Si](C)(C)C)[Co+]N(CCN(C)C)[Si](C)(C)C)C bis{[2-(dimethylamino)ethyl](trimethylsilyl)amino}cobalt 6-nitroveratryloxycarbamate